tert-butyl 4-((4-(trifluoromethyl)phenyl)sulfonyl)piperazine-1-carboxylate FC(C1=CC=C(C=C1)S(=O)(=O)N1CCN(CC1)C(=O)OC(C)(C)C)(F)F